NC=1C(=NC(=C(N1)Cl)Cl)C=O 3-amino-5,6-dichloropyrazine-2-carbaldehyde